benzyl (S,E)-5-(1-((tert-butylsulfinyl) imino) ethyl)-2,3-dihydro-1H-indole-1-carboxylate C(C)(C)(C)[S@](=O)\N=C(/C)\C=1C=C2CCN(C2=CC1)C(=O)OCC1=CC=CC=C1